Ammonium dihydrogenphosphat P(=O)(O)(O)[O-].[NH4+]